(fluoromethyl)chroman FCC1OC2=CC=CC=C2CC1